4-bromo-5-chloro-N-[(1S)-8,9-difluoro-6-oxo-1,2,4,5-tetrahydropyrano[3,4-c]isoquinolin-1-yl]-N-methyl-1H-pyrrolo[2,3-c]pyridine-2-carboxamide BrC1=C2C(=CN=C1Cl)NC(=C2)C(=O)N(C)[C@@H]2COCC=1NC(C=3C=C(C(=CC3C12)F)F)=O